(5-Bromopyridin-2-yl)azetidine-1-carboxylic acid tert-butyl ester C(C)(C)(C)OC(=O)N1C(CC1)C1=NC=C(C=C1)Br